1-(4-methoxyphenyl)pyrazol-3-amine COC1=CC=C(C=C1)N1N=C(C=C1)N